C(C1=CC=CC=C1)OC(COC)=O 2-methoxyacetic acid benzyl ester